methyl 3-(2-fluoro-4-methyl-phenoxy)-6-iodo-5-methyl-pyridazine-4-carboxylate FC1=C(OC=2N=NC(=C(C2C(=O)OC)C)I)C=CC(=C1)C